C(C)(C)N1N=CC=C1C1=NC=CC=C1CO (2-(1-isopropyl-1H-pyrazol-5-yl)pyridin-3-yl)methanol